(4-(1H-pyrazol-4-yl)phenyl)-4'-(aminomethyl)spiro[indoline-2,3'-pyrrolidine]-2'-one N1N=CC(=C1)C1=CC=C(C=C1)N1C(C2(C(C1)CN)NC1=CC=CC=C1C2)=O